C(#N)C1=CC=C(C(=O)NC2=CC=C(C=C2)C(=O)N[C@H](C(=O)NC2=CC(=C(C=C2)NC(=O)C2=C(C(=C(C(=O)NC3=CC=C(C(=O)O)C=C3)C=C2)O)OC(C)C)F)CC#C)C=C1 4-[4-({4-[(2S)-2-{[4-(4-Cyanobenzamido)phenyl]formamido}pent-4-ynamido]-2-fluorophenyl}carbamoyl)-2-hydroxy-3-(propan-2-yloxy)benzamido]benzoic acid